toluene-4-sulfonate pyridinium salt [NH+]1=CC=CC=C1.CC1=CC=C(C=C1)S(=O)(=O)[O-]